N[C@H](C(=O)NC1=C(C=C(C=C1)C1(CC1)C(C(=O)N1CCN(CC1)C)NC(CC)=O)F)C1CCCCCC1 N-(1-(1-(4-((S)-2-amino-2-cycloheptylacetamido)-3-fluorophenyl)cyclopropyl)-2-(4-methylpiperazin-1-yl)-2-oxoethyl)propionamide